CC(CCCCCCCCCCCC(=O)O)(C)C 13,13-dimethyltetradecanoic acid